O[C@H](CC(=O)OCC)C (S)-Ethyl 3-hydroxybutyrate